2-((2,2-difluoroethyl)amino)-2-(thiazol-5-yl)ethan-1-ol FC(CNC(CO)C1=CN=CS1)F